1,1-bis(4'-hydroxyphenyl)-3-methylbutane OC1=CC=C(C=C1)C(CC(C)C)C1=CC=C(C=C1)O